BrC1=NN(CS1)CC1=NC(=CC(=C1)C(F)(F)F)C 5-bromo-N-((6-methyl-4-(trifluoromethyl)pyridin-2-yl)methyl)-1,3,4-thiadiazole